methylallyl-diethoxysilane CC=CC[SiH](OCC)OCC